N-(p-dodecylbenzenesulfonyl)proline C(CCCCCCCCCCC)C1=CC=C(C=C1)S(=O)(=O)N1[C@@H](CCC1)C(=O)O